CN1C(NC[C@@H]1C(=O)NC1=CC(=CC=2CCOC21)OC2=NC=C(C=C2)C(F)(F)F)=O (R)-3-Methyl-2-oxo-N-(5-((5-(trifluoromethyl)pyridin-2-yl)oxy)-2,3-dihydro-benzofuran-7-yl)imidazolidine-4-carboxamide